C1(CCCCC1)C1(C(N(CCC1)C(N(CC1=CC=C2C(=CC(OC2=C1)=O)C1=C(C=CC=C1)C#P)C)=O)(C(=O)O)C1(C(C1)(C1=CC=CC=C1)C1=CC=CC=C1)C)C1CCCCC1.FC1=C(C=CC=C1)N1C2=CC=CC(C2(C2(C(C(C(C(C12)([2H])[2H])([2H])[2H])([2H])[2H])([2H])[2H])[2H])[2H])([2H])[2H] 9-(2-fluorophenyl)-9H-carbazole-d12 dicyclohexyl-(1-methyl-2,2-diphenylcyclopropyl)phosphinetriyl-1-(methyl((2-oxo-4-(o-tolyl)-2H-chromen-7-yl)methyl)carbamoyl)piperidine-2-carboxylate